COC=1C=CC(=NC1OC)NC(C)=O N-(5,6-dimethoxypyridin-2-yl)acetamide